Methyl-(S,E)-(7-(dimethylamino)-1,7-dioxo-1-((2-oxo-1-((6-pentyl-9H-purin-8-yl)methyl)-1,2-dihydropyridin-3-yl)amino)hept-5-en-2-yl)carbamat COC(N[C@H](C(NC=1C(N(C=CC1)CC=1NC2=NC=NC(=C2N1)CCCCC)=O)=O)CC\C=C\C(=O)N(C)C)=O